FC1=CC=C(C=C1)OC(=O)N1CC2=CC=CC=C2CC1 4-fluorophenyl-3,4-dihydroisoquinoline-2(1H)-carboxylate